7'-chloro-2,2',3,3',5,6-hexahydrospiro[pyran-4,4'-pyrido[2,3-b][1,4,5]oxathiazepine] 1',1'-dioxide ClC=1C=CC2=C(OC3(CNS2(=O)=O)CCOCC3)N1